(6S,12R)-6,12-dimethyl-9,13-dioxa-4,5,18,19,22-pentaazatetracyclo[12.5.2.12,5.017,20]docosa-1(19),2(22),3,14(21),15,17(20)-hexaene C[C@@H]1N2N=CC(C3=NNC=4C=CC(O[C@@H](CCOCC1)C)=CC34)=N2